(methyl-d3)1,6-dihydropyridine-3-carboxamide C([2H])([2H])([2H])N1C=C(C=CC1)C(=O)N